C(#N)NC#N.C(C)N1C=[N+](C=C1)C 1-ethyl-3-methylimidazolium dicyano-amine salt